C(C)(C)(C)OC(=O)N1CC(OCC1)(C)C(=O)N1[C@H](C2=C(C=C(C=C2CC1)Cl)Cl)C.COC1=NC=CC=C1CNC(CC)=O N-((2-methoxypyridin-3-yl)methyl)propanamide tert-Butyl-2-((S)-6,8-dichloro-1-methyl-1,2,3,4-tetrahydroisoquinoline-2-carbonyl)-2-methylmorpholine-4-carboxylate